C(\C=C\C1=CC(OC)=C(O)C=C1)(=O)NCC(=O)O N-feruloylglycine